C12OCCC(N1)C2 oxa-6-azabicyclo[3.1.1]heptan